ClC1=NC(=NC(=C1)Cl)NC1=NC=NC2=CC(=CC=C12)F N-(4,6-dichloropyrimidin-2-yl)-7-fluoroquinazolin-4-amine